O1C=2N(CC1)N=CC2C=2C=C(C=CC2)S(=O)(=O)NC 3-(2,3-dihydropyrazolo[5,1-b][1,3]oxazol-7-yl)-N-methylbenzene-1-sulfonamide